7-benzyl-3-(2-methoxybenzyl)-2,3,6,7,8,9-hexahydroimidazo[1,2-a]pyrido[3,4-e]pyrimidin-5(1H)-one C(C1=CC=CC=C1)N1CC=2C(N=C3N(C2CC1)CCN3CC3=C(C=CC=C3)OC)=O